ClC=1C=C(CNC(C(C)(C2=NC=NC=C2)C)=O)C=C(C1C1C(NC(CC1)=O)=O)Cl N-(3,5-dichloro-4-(2,6-dioxopiperidin-3-yl)benzyl)-2-methyl-2-(pyrimidin-4-yl)propanamide